(R)-4-(3-hydroxy-3-(trifluoromethyl)azetidin-1-yl)butane OC1(CN(C1)CCCC)C(F)(F)F